3-(tert-butyl)-N-((8-fluoro-2-(3-fluoro-2-nitrophenyl)-3H-benzo[f]imidazo[4,5-c]isoquinolin-9-yl)methyl)-1,2,4-oxadiazole-5-carboxamide C(C)(C)(C)C1=NOC(=N1)C(=O)NCC1=C(C2=C(C=3C4=C(N=CC3C=C2)NC(=N4)C4=C(C(=CC=C4)F)[N+](=O)[O-])C=C1)F